4-[2-(2,4,6-trifluorophenoxymethyl)-phenyl]piperidine hydrochloride salt Cl.FC1=C(OCC2=C(C=CC=C2)C2CCNCC2)C(=CC(=C1)F)F